4-(5-(4-((4-(4-chlorophenyl)-3,9-dimethyl-6H-thieno[3,2-f][1,2,4]triazolo[4,3-a][1,4]diazepin-2-yl)ethynyl)-1H-pyrazol-1-yl)pent-1-yn-1-yl)-2-(2-oxopiperidin-3-yl)isoindoline-1,3-dione ClC1=CC=C(C=C1)C1=NCC=2N(C3=C1C(=C(S3)C#CC=3C=NN(C3)CCCC#CC3=C1C(N(C(C1=CC=C3)=O)C3C(NCCC3)=O)=O)C)C(=NN2)C